C(C)N1C=C(C(C2=CC(=C(N=C12)N1CCN(CC1)C)F)=O)C(C=CC=1OC=CC1)=O 1-ethyl-6-fluoro-7-(4-methylpiperazin-1-yl)-3-[3-(furan-2-yl)acryloyl][1,8]naphthyridin-4(1H)-one